C(#N)N1C[C@@H](C[C@@H]1C)NC(=O)C=1OC(=NN1)C1=C(C=CC(=C1)C(F)(F)F)OC1CC1 N-((3R,5S)-1-Cyano-5-methylpyrrolidin-3-yl)-5-(2-cyclopropoxy-5-(trifluoromethyl)phenyl)-1,3,4-oxadiazole-2-carboxamide